N-(1-(2-(2,4-difluorophenyl)-2-hydroxy-3-(1H-1,2,4-triazol-1-yl)propyl)piperidin-4-yl)-5-(2,4-dihydroxy-5-isopropylphenyl)-4-(4-(morpholinomethyl)phenyl)isoxazole-3-carboxamide FC1=C(C=CC(=C1)F)C(CN1CCC(CC1)NC(=O)C1=NOC(=C1C1=CC=C(C=C1)CN1CCOCC1)C1=C(C=C(C(=C1)C(C)C)O)O)(CN1N=CN=C1)O